2-(bromomethyl)-1-ethoxy-3-fluorobenzene BrCC1=C(C=CC=C1F)OCC